CN[C@@H](CCCCN)C(=O)O (S)-N-methyl-lysine